C(C)OC=1C=CC(=C(C(=O)C2=CC=C(C(=O)N[C@H]3[C@@H](CNC3)NC(C3=CC=NC=C3)=O)C=C2)C1)O N-((3R,4R)-4-(4-(5-ethoxy-2-hydroxybenzoyl)benzamido)pyrrolidin-3-yl)isonicotinamide